N-(3-(7-((4-methoxybenzyl)(methyl)amino)-1,6-naphthyridin-3-yl)-4-methylphenyl)-2-(trifluoromethyl)isonicotinamide COC1=CC=C(CN(C2=NC=C3C=C(C=NC3=C2)C=2C=C(C=CC2C)NC(C2=CC(=NC=C2)C(F)(F)F)=O)C)C=C1